OC1(CCN(CC12CCCC2)C([C@@H](CC(F)(F)F)C)=O)CN2CC=1C=NC=CC1C2=O 2-((10-Hydroxy-7-((R)-4,4,4-trifluoro-2-methylbutanoyl)-7-azaspiro[4.5]decan-10-yl)methyl)-2,3-dihydro-1H-pyrrolo[3,4-c]pyridin-1-one